[W]=O.[Zn].[Ga].[In] indium gallium zinc tungsten oxide